5-chloro-1'-(2-{[8-(3-hydroxy-3-methylcyclobutyl)-7-oxo-5,6,7,8-tetrahydro-1,8-naphthyridin-3-yl]oxy}ethyl)-1,2-dihydrospiro[indole-3,4'-piperidin]-2-one ClC=1C=C2C(=CC1)NC(C21CCN(CC1)CCOC=1C=NC=2N(C(CCC2C1)=O)C1CC(C1)(C)O)=O